4-(4-amino-piperidine-1-sulfonyl)-piperazine-1-carboxylic acid benzyl ester hydrochloride Cl.C(C1=CC=CC=C1)OC(=O)N1CCN(CC1)S(=O)(=O)N1CCC(CC1)N